N-[2-[6,7-dichloro-4-(cyanomethoxy)-3-iodo-indol-1-yl]ethyl]methanesulfonamide ClC1=CC(=C2C(=CN(C2=C1Cl)CCNS(=O)(=O)C)I)OCC#N